(R)-6-(3-hydroxy-3-methylpyrrolidin-1-yl)quinoline-4-carboxylic acid methyl ester COC(=O)C1=CC=NC2=CC=C(C=C12)N1C[C@](CC1)(C)O